C(C)(C)(C)OC(=O)N1[C@H](C[C@@H](C1)C1=CC(=CC=C1)COCOC)C(=O)O (2R,4R)-1-(tert-butoxycarbonyl)-4-(3-((methoxymethoxy)methyl)phenyl)pyrrolidine-2-carboxylic acid